NC=1C(=C(C(=CC1)F)C1=CC=2N(C=C1)C(=NC2)C(=O)OC)F methyl 7-(3-amino-2,6-difluorophenyl)imidazo[1,5-a]pyridine-3-carboxylate